BrC=1C(=C(C=C2C=NN(C12)C)C)C 7-bromo-1,5,6-trimethyl-indazole